2-isopropyl-5-(5,6,7,8-tetrahydroisoquinolin-3-yl)benzene-1,3-diol C(C)(C)C1=C(C=C(C=C1O)C=1N=CC=2CCCCC2C1)O